N-[[3-(6-methoxy-2-pyridinyl)-2-methyl-1H-indol-5-yl]methyl]-4-methyl-pyrimidine-5-carboxamide COC1=CC=CC(=N1)C1=C(NC2=CC=C(C=C12)CNC(=O)C=1C(=NC=NC1)C)C